C(C=C)(=O)N1[C@@H](COCC1)C=1C=C(C=C(C1)Cl)C1=CC(=C(C=C1)F)C(=O)N (R)-3'-(4-acryloylmorpholin-3-yl)-5'-chloro-4-fluoro-[1,1'-biphenyl]-3-carboxamide